C(O[C@@H](COP(=O)(OCC1=CC=CC=C1)OCC1=CC=CC=C1)C)(OCCl)=O (R)-1-((bis(benzyloxy)phosphoryl)oxy)propan-2-yl (chloromethyl) carbonate